C(C)OC1(OCCC1)OCC 2,2-diethoxytetrahydrofuran